2,6-dinitrobenzoic acid [N+](=O)([O-])C1=C(C(=O)O)C(=CC=C1)[N+](=O)[O-]